6-(4-(2-(trifluoromethoxy)phenyl)piperidin-1-yl)-2-azaspiro[3.4]octane tert-butyl-6-(4-(2-(trifluoromethoxy)phenyl)piperidin-1-yl)-2-azaspiro[3.4]octane-2-carboxylate C(C)(C)(C)OC(=O)N1CC2(C1)CC(CC2)N2CCC(CC2)C2=C(C=CC=C2)OC(F)(F)F.FC(OC2=C(C=CC=C2)C2CCN(CC2)C2CC1(CNC1)CC2)(F)F